2-Methyl-N-(3-(2-(piperidin-1-yl)propyl)-1,2,4-thiadiazol-5-yl)-5-(3-(trifluoromethoxy)phenyl)furan-3-carboxamide CC=1OC(=CC1C(=O)NC1=NC(=NS1)CC(C)N1CCCCC1)C1=CC(=CC=C1)OC(F)(F)F